7-chloro-1-(3-((R)-1-(2,2-difluorobenzo[d][1,3]dioxol-5-yl)ethoxy)phenyl)-3-(trifluoromethyl)-4,5,6,7-tetrahydro-1H-indazole ClC1CCCC=2C(=NN(C12)C1=CC(=CC=C1)O[C@H](C)C1=CC2=C(OC(O2)(F)F)C=C1)C(F)(F)F